5-(N-Boc-amino)-5-(4-methylpyridin-2-yl)pentanoic acid C(=O)(OC(C)(C)C)NC(CCCC(=O)O)C1=NC=CC(=C1)C